C(C1=CC=CC=C1)(=O)C(C)=O benzoylethanone